COC(N(C)C)=O methyl-N,N-dimethylcarbamate